3-((tert-butyl-dimethylsilyloxy)prop-1-en-2-yl)-5-(2-(difluoromethyl)-3-ethoxy-4-methoxyphenyl)pyridine [Si](C)(C)(C(C)(C)C)OCC(=C)C=1C=NC=C(C1)C1=C(C(=C(C=C1)OC)OCC)C(F)F